4-bromomethyl-1,3-dioxolan BrCC1OCOC1